(R)-2-(7-chloro-4-oxoquinazolin-3(4H)-yl)-N-(3-fluoro-4-(4-methyloxazol-5-yl)phenyl)propanamide ClC1=CC=C2C(N(C=NC2=C1)[C@@H](C(=O)NC1=CC(=C(C=C1)C1=C(N=CO1)C)F)C)=O